ClC=1C=C(S(=O)(=O)N)C=C(C1N)Cl 3,5-dichloro-sulfanilamide